2-(4-fluorobenzyl)-3-hydroxy-N-(4-hydroxyphenyl)-N-methylpropanamide FC1=CC=C(CC(C(=O)N(C)C2=CC=C(C=C2)O)CO)C=C1